(S)-1-(2-chloro-5-(1-(2-methoxyethyl)-1H-pyrazol-4-yl)pyridin-4-yl)piperidin-3-ol ClC1=NC=C(C(=C1)N1C[C@H](CCC1)O)C=1C=NN(C1)CCOC